COCCN(C(=O)OCC1=NC=C(C=C1)B1OC(C(O1)(C)C)(C)C)C1=NC2=C(N1)C=CC(=C2)C2=NNC(C1=C(C=CC(=C21)F)F)=O (5-(4,4,5,5-tetramethyl-1,3,2-dioxaborolan-2-yl)pyridin-2-yl)methanol 2-Methoxyethyl-(5-(5,8-difluoro-4-oxo-3,4-dihydrophthalazin-1-yl)-1H-benzimidazol-2-yl)carbamate